Butyl 4-oxopiperidine-1-carboxylate O=C1CCN(CC1)C(=O)OCCCC